sodium [(1R,3E)-3-(4-methoxybenzylidene)-7,7-dimethyl-2-oxobicyclo[2.2.1]hept-1-yl]methanesulfonate COC1=CC=C(\C=C/2\C([C@]3(CCC2C3(C)C)CS(=O)(=O)[O-])=O)C=C1.[Na+]